O=C(C(=O)NC=1C2=C(C=NC1)C=NN2COCC[Si](C)(C)C)N2[C@H](CC[C@@H](C2)C)C=2C=CC1=C(N=C(S1)C1(COC1)CN(C)C)C2 2-oxo-2-[(2R,5S)-2-[2-[3-[(dimethylamino)methyl]oxetan-3-yl]-1,3-benzothiazol-5-yl]-5-methyl-1-piperidyl]-N-[1-(2-trimethylsilylethoxymethyl)pyrazolo[4,3-c]pyridin-7-yl]acetamide